CS(=O)(=O)O[C@H]1CC2(CN(C2)C(=O)OC(C)(C)C)CC1 tert-butyl (R)-6-methylsulfonyloxy-2-azaspiro[3.4]octane-2-carboxylate